C(C)(C)(C)OC(=O)N[C@@H](C(=O)O)CC1=NC=CC=C1 (2R)-2-[(tert-butoxycarbonyl)amino]-3-(pyridin-2-yl)propionic acid